trisbromophenylamine BrC1=C(C(=C(C=C1)N)Br)Br